3-phenylbenzene C1(=CC=CC=C1)C=1C=CC=CC1